tris(3,5-dimethylphenyl)borane CC=1C=C(C=C(C1)C)B(C1=CC(=CC(=C1)C)C)C1=CC(=CC(=C1)C)C